4-(5-(4-aminopiperidin-1-yl)-8-(3-hydroxy-4-methoxyphenyl)-3-Methylimidazo[1,2-c]pyrimidin-7-yl)-2-fluorobenzonitrile NC1CCN(CC1)C1=NC(=C(C=2N1C(=CN2)C)C2=CC(=C(C=C2)OC)O)C2=CC(=C(C#N)C=C2)F